COC1=NC=C(C=N1)SC1=CC=C(C(=O)OC)C=C1 methyl 4-(2-methoxypyrimidin-5-yl)sulfanylbenzoate